COC=1C=C(C=CC1C(F)(F)F)/C=C/C1CN(C1)C(C=C)=O 1-{3-[(E)-2-[3-methoxy-4-(trifluoromethyl)phenyl]ethenyl]azetidin-1-yl}prop-2-en-1-one